(3-hydroxyazetidin-3-yl)methanesulfonamide TFA salt OC(=O)C(F)(F)F.OC1(CNC1)CS(=O)(=O)N